ClC1=CC=C(C=C1)N1C(N(C(C=2NC(=NC12)C=1C(=NC=CC1)Cl)=O)C)=O (4-chlorophenyl)-8-(2-chloropyridin-3-yl)-1-methyl-3H-purine-2,6-dione